1-(8-chloro-1,2,3,5,6,7-hexahydro-s-indacen-4-yl)-3-[4-(1-hydroxy-1-methyl-ethyl)-furan-2-sulfonyl]-urea ClC=1C=2CCCC2C(=C2CCCC12)NC(=O)NS(=O)(=O)C=1OC=C(C1)C(C)(C)O